3-(3-chloro-4-methylphenyl)-N-((5-(2,6-dioxopiperidin-3-yl)-4-oxo-5,6-dihydro-4H-thieno[3,4-c]pyrrol-1-yl)methyl)propanamide ClC=1C=C(C=CC1C)CCC(=O)NCC=1SC=C2C1CN(C2=O)C2C(NC(CC2)=O)=O